BrCCNC(\C=C\C(=O)O)=O N-(2-bromoethyl)fumaric acid amide